FC1=CC=C2C=NC(=NC2=C1C1=NC=CC(=C1)NC(C=C)=O)NC1=CC=C(C=C1)N1CCOCC1 N-(2-(7-fluoro-2-((4-morpholinylphenyl)amino)quinazolin-8-yl)pyridin-4-yl)acrylamide